ClC(C1=NC(=NC(=N1)C(Cl)(Cl)Cl)C=CC1=CC(=C(C=C1)OC)OC)(Cl)Cl 2,4-bis-trichloromethyl-6-[2-(3,4-dimethoxyphenyl)vinyl]-1,3,5-triazine